N1=CC(=CC=C1)CCNC(C(C1=C(C=C(C(=C1)C)C)C)NCCC=1C=NC=CC1)=O N-(2-pyridine-3-ylethyl)-2-[(2-pyridine-3-ylethyl)amino]-2-(2,4,5-trimethylphenyl)acetamid